C(=O)OC(C)(C)C 2-methylpropan-2-yl methaneate